ClC=1C=C(C(=O)N[C@H]2CC23CCN(CC3)CC(C(C)(C)C)O)C=C(C1)F 3-Chloro-5-fluoro-N-((1S)-6-(2-hydroxy-3,3-dimethylbutyl)-6-azaspiro[2.5]octan-1-yl)benzamide